CC1=NC(=NO1)CC(=O)O[C@H]1[C@H](NC[C@@H]1O)CC1=CC=C(C=C1)OC (2R,3S,4S)-4-hydroxy-2-[(4-methoxyphenyl)methyl]pyrrolidin-3-yl 2-(5-methyl-1,2,4-oxadiazol-3-yl)acetate